6-chloro-3-(((1R)-1-(2-cyano-3-(3,3-difluoro-4-methoxypiperidin-1-yl)-7-methylquinoxalin-5-yl)ethyl)amino)picolinic acid ClC1=CC=C(C(=N1)C(=O)O)N[C@H](C)C1=C2N=C(C(=NC2=CC(=C1)C)C#N)N1CC(C(CC1)OC)(F)F